Cl.C(C1=CC=CC=C1)N1CC=2C(=C(N=C(C2CC1)N1CCNCC1)OC[C@H]1N(CCC1)C)C#N (S)-6-benzyl-3-((1-methylpyrrolidin-2-yl)methoxy)-1-(piperazin-1-yl)-5,6,7,8-tetrahydro-2,6-naphthyridine-4-carbonitrile Hydrochloride